N[C@H](C(=O)N[C@@H]1C[C@@](NC1)(C(=O)O)CCCCB(O)O)[C@H](CC)C (2R,4R)-4-((2S,3S)-2-amino-3-methylpentanamido)-2-(4-boronobutyl)pyrrolidine-2-carboxylic acid